3,4-Dihydro-2H-benzo[b][1,4]oxazine-5-carboxylate O1C2=C(NCC1)C(=CC=C2)C(=O)[O-]